4-methylbicyclo[2.2.2]oct-2-en CC12C=CC(CC1)CC2